β-(3,4-epoxycyclohexyl)ethyltrimethoxyethoxysilane C1(CC2C(CC1)O2)CC[SiH2]OCC(OC)(OC)OC